1-(6-Bromo-3-fluoropyridin-2-yl)ethanol BrC1=CC=C(C(=N1)C(C)O)F